7-iododeazaadenine IN1C=NC2=NC=CC(=C12)N